6-[[3-(2,3-difluoro-4-methoxyphenyl)imidazo[1,2-a]pyrazin-8-yl]amino]-2-(3-hydroxypropyl)-3,4-dihydroisoquinolin-1-one FC1=C(C=CC(=C1F)OC)C1=CN=C2N1C=CN=C2NC=2C=C1CCN(C(C1=CC2)=O)CCCO